4-(azetidin-3-yl)morpholinium hydrochloride Cl.N1CC(C1)[NH+]1CCOCC1